OCCCC(CC(C(CCC)O)(CCC)O)(C)O 2-(hydroxypropyl)-2-hydroxypropyl-hydroxy-propyl-2-pentanol